5-{3-[(S)-(1,3-Dimethyl-azetidin-3-yl)-hydroxy-(4-trifluoromethoxy-phenyl)-methyl]-phenyl}-[1,2,4]oxadiazole-3-carboxylic acid (pyrazin-2-ylmethyl)-amide N1=C(C=NC=C1)CNC(=O)C1=NOC(=N1)C1=CC(=CC=C1)[C@](C1=CC=C(C=C1)OC(F)(F)F)(O)C1(CN(C1)C)C